5-((5-(2-Amino-1H-benzo[d]imidazol-1-yl)-4-hydroxypentyl)oxy)-1-methyl-1H-pyridine NC1=NC2=C(N1CC(CCCOC=1C=CCN(C1)C)O)C=CC=C2